ClC=1N(C2=C(C(N(C=3C=C(C=CC23)Cl)C2=CC=CC=C2)=O)N1)C 2,7-dichloro-1-methyl-5-phenyl-1,5-dihydro-4H-imidazo[4,5-C]quinolin-4-one